methyl {[3-{(2S)-3-(acetylsulfanyl)-2-[(tert-butoxycarbonyl)amino]propyl}-6-(benzyloxy)-4-bromo-2-fluorophenyl](trifluoroacetyl)amino}acetate C(C)(=O)SC[C@H](CC=1C(=C(C(=CC1Br)OCC1=CC=CC=C1)N(C(C(F)(F)F)=O)CC(=O)OC)F)NC(=O)OC(C)(C)C